N-(2-(1H-indol-3-yl)ethyl)-N-(3-ethylbenzyl)prop-2-en-1-amine N1C=C(C2=CC=CC=C12)CCN(CC=C)CC1=CC(=CC=C1)CC